ClC1=C2CCN([C@@H](C2=C(C=C1)OCC1=NN=C(N1C)C)CN1CC2(CC2)CC1=O)C(=O)[C@H]1[C@H](CCCC1)C (1S,2R)-2-((S)-5-Chloro-8-((4,5-dimethyl-4H-1,2,4-triazol-3-yl)methoxy)-1-((6-oxo-5-azaspiro[2.4]heptan-5-yl)methyl)-1,2,3,4-tetrahydroisochinolin-2-carbonyl)-1-methylcyclohexan